8-bromo-7-(dibenzylamino)-3,4-dihydronaphthalen-1(2H)-one BrC=1C(=CC=C2CCCC(C12)=O)N(CC1=CC=CC=C1)CC1=CC=CC=C1